1-(2,2-difluorocyclopropyl)-3-(5-((2R,4R)-2-(2,5-difluorophenyl)-4-hydroxypyrrolidin-1-yl)-2-fluoropyrazolo[1,5-a]pyrimidin-3-yl)thiourea FC1(C(C1)NC(=S)NC=1C(=NN2C1N=C(C=C2)N2[C@H](C[C@H](C2)O)C2=C(C=CC(=C2)F)F)F)F